FC(C1=CC=C(C=C1)NC1=NC=CC(=N1)C1=C(C(=O)OC)C=CC=C1)(F)F methyl 2-(2-((4-(trifluoromethyl)phenyl)amino)pyrimidin-4-yl)benzoate